N-{[4-(furan-2-yl)phenyl]methyl}-6-methyl-1-(2-methylpropanoyl)-4-[(4-methyl-4H-1,2,4-triazol-3-yl)methyl]piperazine-2-carboxamide O1C(=CC=C1)C1=CC=C(C=C1)CNC(=O)C1N(C(CN(C1)CC1=NN=CN1C)C)C(C(C)C)=O